FC1(C[C@@]12CC1=CCCN1C2)F (1R,7a'S)-2,2-difluorodihydro-1'H,3'H-spiro[cyclopropane-1,2'-pyrrolizin]